2-([1,1-biphenyl]-4-yl)-4-chloro-6-phenyl-1,3,5-triazine C1(=CC=C(C=C1)C1=NC(=NC(=N1)Cl)C1=CC=CC=C1)C1=CC=CC=C1